methyl 2-(2-fluoro-4-(2-methyl-1H-pyrrol-1-yl)phenyl)acetate FC1=C(C=CC(=C1)N1C(=CC=C1)C)CC(=O)OC